2-(3-((S)-((1r,3S)-3-fluorocyclobutyl)(4-methyl-4H-1,2,4-triazol-3-yl)methyl)phenyl)-6-(((1-methylcyclobutyl)amino)methyl)-4-(trifluoromethyl)isoindolin-1-one FC1CC(C1)[C@@H](C=1C=C(C=CC1)N1C(C2=CC(=CC(=C2C1)C(F)(F)F)CNC1(CCC1)C)=O)C1=NN=CN1C